3-hydroxyisobenzofuran OC=1OC=C2C=CC=CC12